Propionic acid 5-((chlorosulfonyl) oxy)-2,2,4,4-tetramethylpentyl ester ClS(=O)(=O)OCC(CC(COC(CC)=O)(C)C)(C)C